COC1=C(C(=CC=C1)OC)N1C(=NC=2C1=NC(=CN2)C2(CC(C2)O)S(=O)(=O)N)C2=NC(=CC=C2)OCC 1-(2,6-dimethoxyphenyl)-2-(6-ethoxypyridin-2-yl)-1H-imidazo[4,5-b]pyrazin-6-yl-3-hydroxycyclobutane-1-sulfonamide